[(3-fluoro-2-methoxyphenyl)amino]-2-(3-{[(2R)-1-[(2E)-4-(morpholin-4-yl)but-2-enoyl]pyrrolidin-2-yl]methoxy}pyridin-4-yl)-1H,5H,6H,7H-pyrrolo[3,2-c]pyridin-4-one FC=1C(=C(C=CC1)NN1C(=CC=2C(NCCC21)=O)C2=C(C=NC=C2)OC[C@@H]2N(CCC2)C(\C=C\CN2CCOCC2)=O)OC